5-acetyl-3-methyl-2-thiophenecarboxylic acid C(C)(=O)C1=CC(=C(S1)C(=O)O)C